((3S,7aS)-7a-(hydroxymethyl)hexahydro-1H-pyrrolizin-3-yl)methyl dimethylcarbamate CN(C(OC[C@@H]1CC[C@@]2(CCCN12)CO)=O)C